2-[(2S)-2-hydroxymethyl-pyrrolidin-1-yl]-ethanesulfonic acid {4-[5-amino-6-(2-chloro-3,6-difluoro-benzyloxy)-pyrazin-2-yl]-phenyl}-amide NC=1N=CC(=NC1OCC1=C(C(=CC=C1F)F)Cl)C1=CC=C(C=C1)NS(=O)(=O)CCN1[C@@H](CCC1)CO